BrC1=CC=C(C[C@]2(C(C3=CC=CC=C3[C@H]2O)=O)F)C=C1 (2S,3R)-(+)-2-(4-Bromobenzyl)-2-fluoro-3-hydroxy-2,3-dihydro-1H-inden-1-one